3-((2R,4S)-2-(((S)-1-(((6-Amino-2-methylpyridin-3-yl)methyl)amino)-1-oxopropan-2-yl)carbamoyl)-4-(3-chloro-4-fluorobenzyl)pyrrolidin-1-yl)propanoic acid Trifluoroacetate salt FC(C(=O)O)(F)F.NC1=CC=C(C(=N1)C)CNC([C@H](C)NC(=O)[C@@H]1N(C[C@H](C1)CC1=CC(=C(C=C1)F)Cl)CCC(=O)O)=O